C(C)C1=C([O-])C=CC=C1.[Li+] lithium 2-ethylphenoxide